[1,4]Diazepin-2-yl-methanol N1C(=CN=CC=C1)CO